(S)-2-amino-3-(4-(4-methylpiperazin-1-yl)phenyl)propanoic acid N[C@H](C(=O)O)CC1=CC=C(C=C1)N1CCN(CC1)C